methyl 2-(((S)-4-(4-(4-chloro-2-fluorobenzyl) thiazole-2-carbonyl)-2-methylpiperazin-1-yl) methyl)-3-(((S)-oxetan-2-yl) methyl)-3H-imidazo[4,5-b]pyridine-5-carboxylate ClC1=CC(=C(CC=2N=C(SC2)C(=O)N2C[C@@H](N(CC2)CC2=NC=3C(=NC(=CC3)C(=O)OC)N2C[C@H]2OCC2)C)C=C1)F